C(C)OC(=O)C1=C(N=C(N1N)C1CCC(CC1)OC)C1=CC=C(C=C1)CNC(C1=C(C=CC(=C1)F)OC)=O 1-amino-4-(4-((5-fluoro-2-methoxybenzamido)methyl)phenyl)-2-((1R,4R)-4-methoxycyclohexyl)-1H-imidazole-5-carboxylic acid ethyl ester